methyl 2-(3-(2-((1-methyl-1H-pyrazol-4-yl) amino) pyrimidin-4-yl)-8-azabicyclo[3.2.1]oct-2-en-8-yl)-2-oxoacetate CN1N=CC(=C1)NC1=NC=CC(=N1)C1=CC2CCC(C1)N2C(C(=O)OC)=O